NC=1N=CN(C(C1C(=O)OC)=O)C1=C(C=C(C=C1C)OCC)Cl (S)-methyl 4-amino-1-(2-chloro-4-ethoxy-6-methylphenyl)-6-oxo-1,6-dihydropyrimidine-5-carboxylate